CN(CCC=1NC(C(N(C1)[C@H](C(=O)NCCC(=O)O)CC(C)C)=O)=O)C 3-((S)-2-(5-(2-(dimethylamino)ethyl)-2,3-dioxo-3,4-dihydropyrazin-1(2H)-yl)-4-methylpentanamido)propanoic acid